(S)-1-amino-4-(4-((4-fluoropyridin-2-yl)carbamoyl)phenyl)-2-(pyrrolidine-2-yl)-1H-imidazole-5-carboxamide NN1C(=NC(=C1C(=O)N)C1=CC=C(C=C1)C(NC1=NC=CC(=C1)F)=O)[C@H]1NCCC1